(E)-hexenyl propionate C(CC)(=O)O\C=C\CCCC